2-amino-5-(4-fluorophenoxy)-[1,1'-biphenyl]-3-carboxamide NC1=C(C=C(C=C1C(=O)N)OC1=CC=C(C=C1)F)C1=CC=CC=C1